(2-(3,8-diazabicyclo[3.2.1]octan-8-yl)-6,7-dihydrothiazolo[5,4-c]pyridin-5(4H)-yl)(6-fluoropyridin-3-yl)methanone C12CNCC(CC1)N2C=2SC=1CN(CCC1N2)C(=O)C=2C=NC(=CC2)F